C1(CCC1)N1CCN(CC1)C1CCN(CC1)C1=C(C=C(C(=C1)OC)NC1=NC=NC(=C1)N1OCC[C@@H]1C1=C(C(=CC=C1)C)F)NC(C=C)=O N-(2-(4-(4-cyclobutylpiperazine-1-yl)piperidine-1-yl)-5-((6-((R)-3-(2-fluoro-3-methylphenyl)isoxazolidine-2-yl)pyrimidine-4-yl)amino)-4-methoxyphenyl)acrylamide